1-(3-tert-butyl-1-(quinolin-6-yl)-1H-pyrazol-5-yl)-3-(2-fluoro-5-(6-(methylcarbamoyl)pyridin-3-yloxy)phenyl)urea C(C)(C)(C)C1=NN(C(=C1)NC(=O)NC1=C(C=CC(=C1)OC=1C=NC(=CC1)C(NC)=O)F)C=1C=C2C=CC=NC2=CC1